Carbamylphosphat C(N)(=O)OP(=O)([O-])[O-]